4-{[(2S,4R)-2-methyl-1-propanoyl-1,2,3,4-tetrahydroquinolin-4-yl]amino}benzoic acid C[C@@H]1N(C2=CC=CC=C2[C@@H](C1)NC1=CC=C(C(=O)O)C=C1)C(CC)=O